OC1(CN(C1)C1=CC(=C(C=C1)NC1=CC2=C(NC(CO2)=O)C=C1)C)C(F)(F)F 7-({4-[3-hydroxy-3-(trifluoromethyl)azetidin-1-yl]-2-methylphenyl}amino)-2,4-dihydro-1,4-benzoxazin-3-one